C(CCCCCCCCC)[P+](CCCC)(CCCC)CCCC decyltrin-butylphosphonium